[Cu](O)O.[Sn] tin copper hydroxide